C(C)OC=1C=2N(C=C(N1)C(=O)NC1=CC=CC=3N1N=CC3)C=C(N2)C23COC(C2)(C3)C 8-Ethoxy-2-(1-methyl-2-oxabicyclo[2.1.1]hexan-4-yl)-N-(pyrazolo[1,5-a]pyridin-7-yl)imidazo[1,2-a]pyrazine-6-carboxamide